Cl.NC=1C2=C(N=CN1)N(C(=C2C=2C=C1CCCN(C1=CC2)C)C=2C=C(C=CC2)NC(C=C)=O)C N-{3-[4-amino-7-methyl-5-(1-methyl-1,2,3,4-tetrahydroquinolin-6-yl)-7H-pyrrolo[2,3-d]pyrimidin-6-yl]phenyl}prop-2-enamide hydrochloride